tert-butyl ((1S,3S)-3-((6-cyano-8-(isopropylamino)pyrido[3,4-d]pyrimidin-2-yl)amino)cyclopentyl)carbamate C(#N)C1=CC2=C(N=C(N=C2)N[C@@H]2C[C@H](CC2)NC(OC(C)(C)C)=O)C(=N1)NC(C)C